ClC[C@H]1NCCC[C@H]1C(=O)N (2S,3R)-2-Chloromethylpiperidine-3-carboxamide